C(CCC)N1CC2=CN=CC=C2C(=C1)C1=CC(=C(C=C1)OC1CCN(CC1)CC1CCNCC1)OC 2-butyl-4-(3-methoxy-4-((1-(piperidin-4-ylmethyl)piperidin-4-yl)oxy)phenyl)-2,7-naphthyridine